C(C)(C)(C)N(C(O)=O)CC1CCC(CC1)=O.[N+](=O)([O-])C=1C=NC(=NC1)N1CCC(CC1)C(F)(F)F 5-nitro-2-(4-(trifluoromethyl)piperidin-1-yl)pyrimidine Tert-butyl-((4-oxocyclohexyl)methyl)carbamate